(S)-1-(5-((3,8-dichloroimidazo[1,2-a]pyridin-7-yl)thio)pyrazin-2-yl)-3'-fluoro-4'H,6'H-spiro[piperidine-4,5'-pyrrolo[1,2-b]pyrazol]-4'-amine (trifluoroacetate) FC(C(=O)O)(F)F.ClC1=CN=C2N1C=CC(=C2Cl)SC=2N=CC(=NC2)N2CCC1([C@@H](C=3N(N=CC3F)C1)N)CC2